ClC1=C(C=CC(=C1OCC1=CC=C(C=C1)OC)OCC1=CC=C(C=C1)OC)C(C(=O)N1CCNCC1)=O 1-(2-chloro-3,4-bis((4-methoxybenzyl)oxy)phenyl)-2-(piperazin-1-yl)ethane-1,2-dione